(S)-N6-(3-(4-(2,3-dichlorophenyl)piperazin-1-yl)propyl)-4,5,6,7-tetrahydrobenzo[d]thiazole-2,6-diamine ClC1=C(C=CC=C1Cl)N1CCN(CC1)CCCN[C@@H]1CC2=C(N=C(S2)N)CC1